C1(CCC1)CS(=O)(=O)C=1C=C(C=CC1)O 3-((cyclobutylmethyl)sulfonyl)phenol